C(=O)(O)CCC1=CC=C(C=C1)B(O)O 4-(2-carboxyethyl)phenylboronic acid